3α-fluoro-5α-hydroxy-6β-[2-(1H-imidazol-4-yl)ethylamino]cholestane F[C@H]1C[C@@]2([C@@H](C[C@H]3[C@@H]4CC[C@H]([C@@H](CCCC(C)C)C)[C@]4(CC[C@@H]3[C@]2(CC1)C)C)NCCC=1N=CNC1)O